Tetrahydroxyethyl-1,5-pentylenediamine OC(C(O)(O)O)NCCCCCN